methyl 2-(3-((3-((5-((2-(2,2-dimethylpyrrolidin-1-yl)ethyl)carbamoyl)-2-methylpyridin-3-yl)amino)-1-methyl-1H-pyrazolo[3,4-d]pyrimidin-6-yl)amino)phenyl)-2-methylpropanoate CC1(N(CCC1)CCNC(=O)C=1C=C(C(=NC1)C)NC1=NN(C2=NC(=NC=C21)NC=2C=C(C=CC2)C(C(=O)OC)(C)C)C)C